(S)-4-(5-chloro-2-((1-ethyl-1H-pyrazol-4-yl)amino)pyrimidin-4-yl)-N-(1-cyanoethyl)benzamide 4-methylbenzenesulfonate CC1=CC=C(C=C1)S(=O)(=O)O.ClC=1C(=NC(=NC1)NC=1C=NN(C1)CC)C1=CC=C(C(=O)N[C@@H](C)C#N)C=C1